7-((6-(4-(dimethylamino)piperidin-1-yl)-5-methylpyridin-3-yl)methyl)-N2-(pentan-2-yl)imidazo[2,1-f][1,2,4]triazine-2,4-diamine CN(C1CCN(CC1)C1=C(C=C(C=N1)CC1=CN=C2C(=NC(=NN21)NC(C)CCC)N)C)C